Tert-butyl 4-(((trifluoromethyl)sulfonyl)oxy)-5,6-dihydropyridine-1(2H)-carboxylate FC(S(=O)(=O)OC1=CCN(CC1)C(=O)OC(C)(C)C)(F)F